COC1=CC2=CC=C3C=CC=C(C3=C2C(=C1)O)O 2-Methoxyphenanthrene-4,5-diol